N-tert-Butyl-3-(diazenylmethyl)-4,5,6,7-tetrahydrobenzo-[b]thiophene-2-carboxamide C(C)(C)(C)NC(=O)C1=C(C2=C(S1)CCCC2)CN=N